1-(phenylsulfonyl)-6-methoxy-pyrrolo[2,3-b]pyridine C1(=CC=CC=C1)S(=O)(=O)N1C=CC=2C1=NC(=CC2)OC